CC1=CC=C(C=C1)S(=O)(=O)[C@](N)(CCCCN)C(=O)O alpha-p-toluenesulfonyl-L-lysine